OCC1=NN(C=C1)C(C(=O)OCC)(C)C ethyl 2-(3-(hydroxymethyl)-1H-pyrazol-1-yl)-2-methylpropanoate